CN1C(N(C(C1)CC)C)CC 1,3-dimethyl-2,4-diethylimidazoline